benzyl N-[5-bromo-2-(hydroxymethyl)-3-pyridyl]carbamate BrC=1C=C(C(=NC1)CO)NC(OCC1=CC=CC=C1)=O